N1(CCCC1)C=1C=NC=C(C(=O)N)C1 5-(Pyrrolidin-1-yl)nicotinamide